O=C1NC(=NC2=C1CN(CCC2)C(=O)OC(C)(C)C)C2(CC2)C2=CC(=CC=C2)C(F)(F)F tert-butyl 4-oxo-2-(1-(3-(trifluoromethyl)phenyl) cyclopropyl)-3,4,5,7,8,9-hexahydro-6H-pyrimido[5,4-c]azepine-6-carboxylate